Tricyclo[4.2.2.02,5]decan C12C3CCC3C(CC1)CC2